2-(3,5-dichloro-4-(2-fluoro-4-hydroxy-3-isopropylbenzyl)phenoxy)acetamide ClC=1C=C(OCC(=O)N)C=C(C1CC1=C(C(=C(C=C1)O)C(C)C)F)Cl